4,5-dihydrofuran-2-carboxylic acid ethyl ester C(C)OC(=O)C=1OCCC1